C(C)C=1C=C(OCC2=NNC(N2)=S)C=CC1 3-[(3-ethylphenoxy)methyl]-1H-1,2,4-triazole-5(4H)-thione